NC/C(/CN1N=C(C=C1)C(=O)OC)=C\F methyl (E)-1-(2-(aminomethyl)-3-fluoroallyl)-1H-pyrazole-3-carboxylate